2-chloro-6-hydroxy-8,8-dimethyl-7,8-dihydro-6H-cyclopenta[e]pyrazolo[1,5-a]pyrimidine-6-carboxylate ClC1=NN2C(N=CC3=C2C(CC3(C(=O)[O-])O)(C)C)=C1